4-(2-(2-(3-(3-bromophenyl)-3-oxopropyl)-5-oxopyrazolidin-1-yl)ethyl)benzonitrile BrC=1C=C(C=CC1)C(CCN1N(C(CC1)=O)CCC1=CC=C(C#N)C=C1)=O